3-diethylaminopropyltriethoxysilane C(C)N(CCC[Si](OCC)(OCC)OCC)CC